BrC=1C=C(C(=CC1)C1=CC=C(C=C1)Cl)NCCCl 4-bromo-4'-chloro-N-(2-chloroethyl)biphenyl-2-amine